(cis)-4,7,10,13,16,19-docosahexaenic acid C(CC\C=C/CC=CCC=CCC=CCC=CCC=CCC)(=O)O